COC=1C(=NC=C(C1)C(F)(F)F)C=1C(=CC(NN1)=O)C 6-(3-methoxy-5-(trifluoromethyl)pyridin-2-yl)-5-methylpyridazin-3(2H)-one